Cl.NC1=CC=CC=C1 aniline hydrochloride salt